3-((4-nitro-1H-pyrazol-3-yl)oxy)propan-1-ol [N+](=O)([O-])C=1C(=NNC1)OCCCO